ClC1=NC(=NC(=N1)Cl)NC(=O)[C@@H]1[C@H](C1)C1=NC=CC(=N1)C |r| rac-(1S*,2S*)-N-(4,6-dichloro-1,3,5-triazin-2-yl)-2-(4-methylpyrimidin-2-yl)cyclopropane-1-carboxamide